C(C)C1=NN(C(N1C)=O)C1=CC(=C(C(=O)NC2=C(C=CC=C2C)F)C=C1F)O[C@H](C(F)(F)F)C 4-(3-ethyl-4-methyl-5-oxo-4,5-dihydro-1H-1,2,4-triazol-1-yl)-5-fluoro-N-(2-fluoro-6-methylphenyl)-2-{[(2S)-1,1,1-trifluoropropan-2-yl]oxy}benzamide